9,9',9'',9'''-(4-cyano-6-(4,6-diphenylpyrimidin-2-yl)benzene-1,2,3,5-tetrayl)tetrakis(9H-carbazole-3,6-dicarbonitrile) C(#N)C1=C(C(=C(C(=C1N1C2=CC=C(C=C2C=2C=C(C=CC12)C#N)C#N)C1=NC(=CC(=N1)C1=CC=CC=C1)C1=CC=CC=C1)N1C2=CC=C(C=C2C=2C=C(C=CC12)C#N)C#N)N1C2=CC=C(C=C2C=2C=C(C=CC12)C#N)C#N)N1C2=CC=C(C=C2C=2C=C(C=CC12)C#N)C#N